C1(CCC1)C1=CN=C(S1)C=1C=C(C(=O)N[C@H](C)C=2N=NC(=CC2)C)C=C(C1)OC[C@@H]1OCCC1 3-(5-cyclobutyl-1,3-thiazol-2-yl)-N-[(1R)-1-(6-methylpyridazin-3-yl)ethyl]-5-[(2R)-tetrahydrofuran-2-ylmethoxy]benzamide